6-fluoro-7-hydroxy-N-(3-hydroxybenzyl)quinoline-2-carboxamide FC=1C=C2C=CC(=NC2=CC1O)C(=O)NCC1=CC(=CC=C1)O